1-(3,5-dinitrobenzyl) 4-methyl L-aspartate N[C@@H](CC(=O)OC)C(=O)OCC1=CC(=CC(=C1)[N+](=O)[O-])[N+](=O)[O-]